Benzyl (R)-7-(acetylthio)-2-(3-iodophenyl)-2,6,6-trimethylheptanoate C(C)(=O)SCC(CCC[C@](C(=O)OCC1=CC=CC=C1)(C)C1=CC(=CC=C1)I)(C)C